4-(((trans)-4-(4-cyclopropoxyphenyl)cyclohexyl)oxy)-1H-1,2,3-triazole-5-carboxylic acid C1(CC1)OC1=CC=C(C=C1)[C@@H]1CC[C@H](CC1)OC=1N=NNC1C(=O)O